ClC=1N=C(C2=C(N1)CCC2)NCC2=NC=CC=C2 2-chloro-N-(pyridin-2-ylmethyl)-5H,6H,7H-cyclopenta[d]pyrimidin-4-amine